4-(6-bromo-4-cyano-2-methylindazol-3-yl)-2-(difluoromethoxy)-6-methoxybenzamide BrC=1C=C(C2=C(N(N=C2C1)C)C1=CC(=C(C(=O)N)C(=C1)OC)OC(F)F)C#N